BrC1=C(C=CC=C1)SCCC(=O)O 3-(2-bromophenylthio)propionic acid